triazaacenaphthylen-4(5H)-one N1=NC2=NC(CC3=CC=CC1=C23)=O